FC(S(=O)(=O)OC([2H])([2H])[2H])(F)F [2H3]methyl trifluoromethanesulfonate